N1C=NC2=C1C(=CC=C2)C#N 1H-benzo[d]imidazol-7-carbonitrile